1-(5-((4-(6-(1H-imidazol-2-yl)-2-methylpyridin-3-yl)piperazin-1-yl)methyl)-6-oxo-1,6-dihydropyridazin-3-yl)-3-ethylurea N1C(=NC=C1)C1=CC=C(C(=N1)C)N1CCN(CC1)CC1=CC(=NNC1=O)NC(=O)NCC